Rel-(2S,4R)-2,4-bis(((4-(nonanoyloxy)-3-((nonanoyloxy)methyl)butanoyl)oxy)methyl)azetidin-1-ium trifluoroacetate FC(C(=O)[O-])(F)F.C(CCCCCCCC)(=O)OCC(CC(=O)OC[C@H]1[NH2+][C@H](C1)COC(CC(COC(CCCCCCCC)=O)COC(CCCCCCCC)=O)=O)COC(CCCCCCCC)=O |o1:25,27|